C=C(C(C)OCCC#N)CCCCC 3-((3-Methyleneoct-2-yl)oxy)propionitrile